CC=1CC[C@H]([C@@H](C1)C1=C(C=C(C=C1OC(=O)NCC(=O)OCC)CCCCC)OC(=O)NCC(=O)OCC)C(=C)C diethyl 2,2'-(((((1'R,2'R)-5'-methyl-4-pentyl-2'-(prop-1-en-2-yl)-1',2',3',4'-tetrahydro-[1,1'-biphenyl]-2,6-diyl)bis(oxy))bis(carbonyl))bis(azanediyl))diacetate